4-((5-chloro-2-phenyl-7-((tetrahydro-2H-pyran-4-yl)amino)-1H-indol-3-yl)methyl)piperazin-2-one ClC=1C=C2C(=C(NC2=C(C1)NC1CCOCC1)C1=CC=CC=C1)CN1CC(NCC1)=O